CC(C(=O)O)CCC(C)(C)C 2,5,5-trimethylhexanoic acid